FC1=C(OCC(=O)N[C@H](C(=O)O)CCN(CCCCC2=NC=3NCCCC3C=C2)CCOC)C=CC(=C1)F (S)-2-(2-(2,4-difluorophenoxy)acetamido)-4-((2-methoxyethyl)(4-(5,6,7,8-tetrahydro-1,8-naphthyridin-2-yl)butyl)amino)butanoic acid